3-(6-chloro-5-(4-(2-(hydroxymethyl)-thiazol-4-yl)phenyl)-1H-indazol-3-yl)-propanoic acid ClC1=C(C=C2C(=NNC2=C1)CCC(=O)O)C1=CC=C(C=C1)C=1N=C(SC1)CO